NC1=C2N=CN(C2=NC(=N1)F)[C@H]1C[C@@H]([C@@](O1)(C#C)COC(CCCCCCCCC(=O)O)=O)O 10-{[(2R,3S,5R)-5-(6-amino-2-fluoro-9H-purin-9-yl)-2-ethynyl-3-hydroxyoxolan-2-yl]methoxy}-10-oxodecanoic acid